ClCC1=CC=C2C(N(C(NC2=C1)=O)CC)=O 7-(chloromethyl)-3-ethyl-1H-quinazoline-2,4-dione